C1(=CC=C(C=C1)C(C)N1N=CC(=C1)C1=CN=CC(=N1)C1=CC=2N(C=C1)N=C(N2)N)C 7-(6-(1-(1-(p-tolyl)ethyl)-1H-pyrazol-4-yl)pyrazin-2-yl)-[1,2,4]triazolo[1,5-a]pyridin-2-amine